7-(5-fluoro-2-(((3S,4R)-3-hydroxytetrahydro-2H-pyran-4-yl)amino)pyrimidin-4-yl)-1-isopropyl-2-((isopropylamino)methyl)quinolin-4(1H)-one FC=1C(=NC(=NC1)N[C@H]1[C@@H](COCC1)O)C1=CC=C2C(C=C(N(C2=C1)C(C)C)CNC(C)C)=O